ClC=1N=C(C2=C(N1)N=C(C(=C2)C)C)OC[C@@H]2C[C@@H](C2)C(F)(F)F 2-chloro-6,7-dimethyl-4-(((cis)-3-(trifluoromethyl)cyclobutyl)methoxy)pyrido[2,3-d]pyrimidine